6-[4-[Acetyl-(isopropyl)amino]-3-chloro-phenyl]pyridine-3-carboxylic acid C(C)(=O)N(C1=C(C=C(C=C1)C1=CC=C(C=N1)C(=O)O)Cl)C(C)C